1-ethyl-1,3,3-trimethylguanidine C(C)N(C(=N)N(C)C)C